OC[C@H](CC)NC(OC(C)(C)C)=O tert-butyl N-[(1S)-1-(hydroxymethyl)propyl]carbamate